TETRACHLOROPROPENE C(C(=C(Cl)Cl)Cl)Cl